3-(6-(4-(4-((1r,4s)-4-(4-bromo-3-methylphenoxy)cyclohexyl)butyl)piperazin-1-yl)-1-methyl-1H-pyrazolo[3,4-b]pyridin-3-yl)piperidine-2,6-dione BrC1=C(C=C(OC2CCC(CC2)CCCCN2CCN(CC2)C2=CC=C3C(=N2)N(N=C3C3C(NC(CC3)=O)=O)C)C=C1)C